S1\C(\NC1)=N\[H] (E)-1,3-thiazetidine-2-imine